tert-butylphenyl-platinum C(C)(C)(C)[Pt]C1=CC=CC=C1